Cl.C1(CCCCC1)N cyclohexylamine hydrochloride salt